3-methoxy-4-(1-methylpyrazol-4-yl)aniline COC=1C=C(N)C=CC1C=1C=NN(C1)C